O=C(C[C@H]1CNCC1)N1CCN(CC1)C1=NC=C(C=N1)C(F)(F)F (3S)-3-[2-oxo-2-[4-[5-(trifluoromethyl)pyrimidin-2-yl]piperazin-1-yl]ethyl]pyrrolidin